tert-butyl (1S,3R)-1-(5-((1-(tert-butoxycarbonyl)azetidin-3-yl)oxy)thiazol-2-yl)-2-(2,2-difluoroethyl)-3-methyl-1,2,3,4-tetrahydro-9H-pyrido[3,4-b]indole-9-carboxylate C(C)(C)(C)OC(=O)N1CC(C1)OC1=CN=C(S1)[C@H]1N([C@@H](CC2=C1N(C1=CC=CC=C21)C(=O)OC(C)(C)C)C)CC(F)F